N=S(=O)(C1=CC2=C([C@@H](CO2)NC)C=C1)C imino(methyl)((S)-3-(methylamino)-2,3-dihydrobenzofuran-6-yl)-λ6-sulfanone